C(CC)N1CC(C=C2C3=C4C(C[C@@H]12)=CNC4=CC=C3)C(=O)OC Methyl (6aR)-7-propyl-4,6,6a,7,8,9-hexahydroindolo[4,3-fg]quinoline-9-carboxylate